rac-7-amino-2-((1S*,2S*)-2-(4-methylpyrimidin-2-yl)cyclopropyl)-1,6-naphthyridin-4(1H)-one NC1=NC=C2C(C=C(NC2=C1)[C@@H]1[C@H](C1)C1=NC=CC(=N1)C)=O |r|